phenyl-aniline methyl-(R)-2-(3,3-dimethylbut-1-yn-1-yl)-4-oxochromane-2-carboxylate COC(=O)[C@]1(OC2=CC=CC=C2C(C1)=O)C#CC(C)(C)C.C1(=CC=CC=C1)NC1=CC=CC=C1